CC(C(=O)OCC)(C(C)=O)C Ethyl 2,2-dimethyl-3-oxobutanoate